C1(=CC=CC2=CC=CC=C12)C1=C(C(NC(N1)=S)=O)C(C)(C)C 6-α-naphthyl-5-tert-butyl-2-thiouracil